Trans-racemic-tert-butyl 4-{[7-(ethylcarbamoyl)-5-{[2-(trimethylsilyl)ethoxy]methyl}-5H-pyrrolo[2,3-b]pyrazin-2-yl]amino}-3-methoxy-piperidine-1-carboxylate C(C)NC(=O)C1=CN(C2=NC=C(N=C21)N[C@H]2[C@@H](CN(CC2)C(=O)OC(C)(C)C)OC)COCC[Si](C)(C)C |r|